sodium caffeic acid C(\C=C\C1=CC(O)=C(O)C=C1)(=O)O.[Na]